O=C1NC(CCC1N1C(C2=CC=CC(=C2C1=O)NC1CC2(C1)CCC(CC2)N(C(OCC2=CC=CC=C2)=O)C)=O)=O 1-Benzyl N-[2-[[2-(2,6-dioxo-3-piperidyl)-1,3-dioxo-isoindolin-4-yl]amino] spiro[3.5]nonan-7-yl]-N-methyl-carbamate